3-(5-cyclopropyl-4-iodoisoxazol-3-yl)-N-(2,4-dimethoxybenzyl)-1H-pyrazolo[4,3-c]pyridin-4-amine C1(CC1)C1=C(C(=NO1)C1=NNC2=C1C(=NC=C2)NCC2=C(C=C(C=C2)OC)OC)I